C(C(C)C)(=O)NC1=NC(=C2N=CN(C2=N1)[C@H]1[C@]([C@@H]([C@H](O1)COP(=O)(OC1=CC=CC=C1)N[C@@H](C)C(=O)OC(C)C)O)(C)F)NC isopropyl ((((R,S)-(2R,3R,4R,5R)-5-(2-isobutyramido-6-methylamino-9H-purin-9-yl)-4-fluoro-3-hydroxy-4-methyltetrahydrofuran-2-yl)methoxy)-phenoxy-phosphoryl)-L-alaninate